C(CCCCCCCCCCCCC)P(O)=O tetradecylphosphinic acid